C(#N)C1=CNC2=C(C=CC(=C12)C)NS(=O)(=O)C=1C=NN(C1)C(CCO)C N-(3-cyano-4-methyl-1H-indol-7-yl)-1-(3-hydroxy-1-methyl-propyl)pyrazole-4-sulfonamide